C(C)(C)(C)N1CCC(CC1)N1N=NC(=C1)[C@H](C1=C(N=CS1)C)NC=1C=C2C(=C(C=NC2=C(C1)Cl)C#N)NC1=CC(=C(C=C1)F)Cl (R)-6-(((1-(1-(tert-butyl)piperidin-4-yl)-1H-1,2,3-triazol-4-yl)(4-methylthiazol-5-yl)methyl)amino)-8-chloro-4-((3-chloro-4-fluorophenyl)amino)quinoline-3-carbonitrile